FC1=C(C=CC(=C1)OC1=CC(=NC=C1)N1C[C@H](CC1)C(F)(F)F)NC1=NC=NC2=CC(=C(C=C12)NC1CCN(CC1)C(C=C)=O)OC (S)-1-(4-((4-((2-fluoro-4-((2-(3-(trifluoromethyl)pyrrolidin-1-yl)pyridin-4-yl)oxy)phenyl)amino)-7-methoxyquinazolin-6-yl)amino)piperidin-1-yl)prop-2-en-1-one